FC1CCN(CC1)C1=C(C=C2C(=N1)N=C(O2)N2CCOCC2)[N+](=O)[O-] 5-(4-Fluoropiperidin-1-yl)-2-morpholino-6-nitrooxazolo[4,5-b]pyridine